3-[1-(1-Aminocyclopropanecarbonyl)-4-piperidyl]-1-sulfamoyl-pyrrole-2-carboxylic acid hydrochloride Cl.NC1(CC1)C(=O)N1CCC(CC1)C1=C(N(C=C1)S(N)(=O)=O)C(=O)O